tert-butyl 3-((3-(2-(2-chloro-4-(5-(4-(difluoromethoxy)-2,3-difluorophenyl)-1-methyl-1H-imidazole-2-carboxamido)benzamido)ethyl)azetidin-1-yl)methyl)azetidine-1-carboxylate ClC1=C(C(=O)NCCC2CN(C2)CC2CN(C2)C(=O)OC(C)(C)C)C=CC(=C1)NC(=O)C=1N(C(=CN1)C1=C(C(=C(C=C1)OC(F)F)F)F)C